(2S)-N-[4-(3-Cyanophenyl)-5-(2,6-dimethyl-4-pyridyl)thiazol-2-yl]-2-(hydroxymethyl)azetidin-1-carboxamid C(#N)C=1C=C(C=CC1)C=1N=C(SC1C1=CC(=NC(=C1)C)C)NC(=O)N1[C@@H](CC1)CO